FC=1C=C(C=C2C(=CC=NC12)C(C)NC(OCCCC)=O)C1=NC(=NC=C1F)NC1CCN(CC1)S(=O)(=O)C butyl (1-(8-fluoro-6-(5-fluoro-2-((1-(methylsulfonyl)piperidin-4-yl)amino)pyrimidin-4-yl)quinolin-4-yl)ethyl)carbamate